O[C@@H]([C@@H](C(=O)N[C@@H](CC(C)C)B1OC([C@H]2COC[C@@H](C(O1)=O)N2C)=O)NC(C2=NC(=CC=C2)C2=CC=CC=C2)=O)C N-((2S,3R)-3-hydroxy-1-(((R)-3-methyl-1-((1R,7S)-11-methyl-2,6-dioxo-3,5,9-trioxa-11-aza-4-borabicyclo[5.3.1]undecan-4-yl)butyl)amino)-1-oxobutan-2-yl)-6-phenylpicolinamide